Cl.O1CCN(CC1)C[C@@]12C[C@H](N[C@H]2C1)C(=O)OCC ethyl (1S,3S,5S)-5-(morpholinomethyl)-2-azabicyclo[3.1.0]hexane-3-carboxylate hydrochloride